ClC1C(C(N(O1)CC1=CC2=C(OC(O2)(F)F)C=C1Cl)=O)(C)C 5-chloro-2-[(6-chloro-2,2-difluoro-1,3-benzodioxol-5-yl)methyl]-4,4-dimethyl-isoxazolidin-3-one